(Z)-N'-(2-chlorophenyl)-6-(4-methoxy-2-methylphenyl)-4-(((1R,3S)-3-(propylamino)cyclopentyl)amino)pyrrolo[1,2-b]pyridazine-3-carboximidamide ClC1=C(C=CC=C1)\N=C(/N)\C1=C(C=2N(N=C1)C=C(C2)C2=C(C=C(C=C2)OC)C)N[C@H]2C[C@H](CC2)NCCC